COC(C1=C(C=CC=C1)NC(C)C=1C=C(C=C2C(=CC(=NC12)Cl)Cl)C)=O 2-((1-(2,4-Dichloro-6-methylquinolin-8-yl)ethyl)amino)benzoic acid methyl ester